N1C[C@H](CC1)C#N (3S)-pyrrolidine-3-carbonitrile